O1C=NC=C1C1=NC(=CC=C1/C=C/C(=O)NC1=CC=CC=2NC(NC21)=O)C(F)(F)F (E)-3-(2-(Oxazol-5-yl)-6-(trifluoromethyl)pyridin-3-yl)-N-(2-oxo-2,3-dihydro-1H-benzo[d]imidazol-4-yl)acrylamid